ONC(=N)C1CN2CCC1CC2 N-hydroxy-1-azabicyclo[2.2.2]octane-3-carboximidamide